4,5-dimethyl-1-pyrroline-N-oxide CC1CC=[N+](C1C)[O-]